N1N=CC(=C1)C1=CC=C(C=C1)N1C(N(C2(C1)CCOCC2)CC=2C=C(C#N)C=CC2)=O 3-((3-(4-(1H-pyrazol-4-yl)phenyl)-2-oxo-8-oxa-1,3-diazaspiro[4.5]decan-1-yl)methyl)benzonitrile